FC1=C2C(O\C(\C2=CC=C1F)=C/C=1C=C(C(=O)N2CCN(CC2)C2=NC=C(C#N)C=C2)C=CC1)=O (Z)-6-(4-(3-((4,5-difluoro-3-oxoisobenzofuran-1(3H)-ylidene)methyl)benzoyl)piperazin-1-yl)nicotinonitrile